ONC(=O)C1=CC2=C(OCC(N2CC2=CC=C3C=CN=CC3=C2)=O)C=C1 N-hydroxy-4-(isoquinolin-7-ylmethyl)-3-oxo-3,4-dihydro-2H-benzo[b][1,4]oxazine-6-carboxamide